3-(1-methyl-1H-pyrazol-3-yl)-3,6-diazabicyclo[3.1.1]heptane trifluoroacetate FC(C(=O)O)(F)F.CN1N=C(C=C1)N1CC2NC(C1)C2